CN(CCNC1=NC2=C(C3=CN=CC=C13)NC1=C2C=NC=C1)C N1,N1-dimethyl-N2-(11H-pyrido[3',4':4,5]pyrrolo[3,2-c][2,6]naphthyridin-5-yl)ethane-1,2-diamine